1-phenyl-1,3-diazinan-2-one C1(=CC=CC=C1)N1C(NCCC1)=O